NC(C)C1=NC(=CC(=C1)N)C1(CC1)F 2-(1-aminoethyl)-6-(1-fluorocyclopropyl)pyridin-4-amine